5-bromo-3,4-difluoro-2-hydroxy-benzaldehyde BrC=1C(=C(C(=C(C=O)C1)O)F)F